4-[(6-chloro-4-oxo-3-phenyl-3,4-dihydroquinazolin-2-yl)amino]benzaldehyde ClC=1C=C2C(N(C(=NC2=CC1)NC1=CC=C(C=O)C=C1)C1=CC=CC=C1)=O